8-((6-chloropyridin-3-yl)methyl)-3-(3-fluoropropyl)pyrido[2,3-d]pyrimidine-2,4(3H,8H)-dione ClC1=CC=C(C=N1)CN1C=CC=C2C1=NC(N(C2=O)CCCF)=O